N-(4,6-dichloropyridin-3-yl)furan-2-carboxamide ClC1=C(C=NC(=C1)Cl)NC(=O)C=1OC=CC1